8-bromo-1-[trans-4-(pyridin-2-yloxy)cyclohexyl]-4H-[1,2,4]triazolo[4,3-a][1]benzazepine BrC=1C=CC2=C(C=CCC=3N2C(=NN3)[C@@H]3CC[C@H](CC3)OC3=NC=CC=C3)C1